3-(5-(3,8-diazabicyclo[3.2.1]octan-3-yl)-4-fluoro-1-oxoisoindoline-2-yl)piperidine C12CN(CC(CC1)N2)C=2C(=C1CN(C(C1=CC2)=O)C2CNCCC2)F